2-[(1-{4-[(4,4-Difluoropiperidin-1-yl)methyl]phenyl}ethyl)amino]-8-(2-fluoroethyl)pyrido[2,3-d]pyrimidin-7(8H)-on FC1(CCN(CC1)CC1=CC=C(C=C1)C(C)NC=1N=CC2=C(N1)N(C(C=C2)=O)CCF)F